C(C)(C)(C)C1N(CCC(C1CO)=O)C(=O)OC1=NC=CC=C1C(C1=C(C(=C(C=C1)OC)F)F)C1=C(C(=C(C=C1)OC)F)F 3-(bis(2,3-difluoro-4-methoxyphenyl)methyl)pyridin-2-ol tert-butyl-3-(hydroxymethyl)-4-oxopiperidine-1-carboxylate